[Na].BrC1=CC=C(O[C@H](C(=O)NC#N)C(C)C)C=C1 (2S)-2-(4-Bromophenoxy)-N-cyano-3-methyl-butanamide, sodium salt